3-bromo-4-fluorophenol BrC=1C=C(C=CC1F)O